γ-methacryloyloxy-propyldimethoxy-methyl-silane C(C(=C)C)(=O)OCCC[Si](C)(OC)OC